4-methyl-6-(3-(trifluoromethyl)pyrrolidin-1-yl)picolinohydrazide CC1=CC(=NC(=C1)N1CC(CC1)C(F)(F)F)C(=O)NN